5-methoxy-2-thio-uracil COC=1C(NC(NC1)=S)=O